FC1(C(C2=C(OC3=C1NC(C=C3)=O)C=C(C=C2)C(=O)OC)O)F methyl 11,11-difluoro-10-hydroxy-2-oxo-1,2,10,11-tetrahydrobenzo[6,7]oxepino[3,2-b]pyridine-7-carboxylate